CN(C1(CCC2(CN(C(N2CC(C)C)=O)CC2=CC=C(C=C2)OC)CC1)C1=CC=CC=C1)C 8-(dimethylamino)-1-isobutyl-3-(4-methoxybenzyl)-8-phenyl-1,3-diazaspiro[4.5]decan-2-one